2-(((1-Methoxycyclopropyl)methyl)thio)benzo[d]thiazole COC1(CC1)CSC=1SC2=C(N1)C=CC=C2